C(C)(C)C=1N=C2C=CC=CC2=C2C=CC(=CC12)B1OC(C(O1)(C)C)(C)C 6-isopropyl-8-(4,4,5,5-tetramethyl-1,3,2-dioxaborolan-2-yl)phenanthridine